[Na].S(=O)(=O)(OC(CCCCCCCCCCC)=O)CCO lauroyl isethionate sodium salt